4-(3-butenyl)-1,3-dioxan-2-one C(CC=C)C1OC(OCC1)=O